C1(=CC=CC=C1)C=1N=C(SC1)NC(=O)C1=CC=CC(=N1)C1=NC=CC=C1 N-(4-phenylthiazol-2-yl)-[2,2'-bipyridine]-6-carboxamide